ClC1=C(C=C(C=C1)C([C@@H](CO)O)=O)CC1=CC=C(C=C1)OC1COC1 (R)-1-(4-chloro-3-(4-(oxetan-3-yloxy)benzyl)phenyl)-2,3-dihydroxypropan-1-one